N-(8-chloro-7-cyano-6-(1-methyl-1H-pyrazol-4-yl)isoquinolin-3-yl)cyclopropanecarboxamide silver-tin-zinc [Zn].[Sn].[Ag].ClC=1C(=C(C=C2C=C(N=CC12)NC(=O)C1CC1)C=1C=NN(C1)C)C#N